C(C)(C)(C)OC(=O)N1CCC(CC1)N1C(N(C2=C1C=C(C(=C2)F)F)CC2=C(C=C(C=C2)C=2OC(=NN2)C(F)F)F)=O 4-(3-(4-(5-(difluoromethyl)-1,3,4-oxadiazol-2-yl)-2-fluorobenzyl)-5,6-difluoro-2-oxo-2,3-dihydro-1H-benzo[d]imidazol-1-yl)piperidine-1-carboxylic acid tert-butyl ester